C1(=CCCC1)C1=CC=C(C=C1)\C=C\C1=CSC=C1 (E)-2-(cyclopent-1-en-1-yl)-5-(2-(thiophen-3-yl)vinyl)benzene